O8-[2,2-bis[[8-[(Z)-non-3-enoxy]-8-oxo-octanoyl]oxymethyl]-3-[4-(2-pyrrolidin-1-ylethylcarbamoyloxy)decanoyloxy]propyl] O1-[(Z)-non-3-enyl] octanedioate C(CCCCCCC(=O)OCC(COC(CCC(CCCCCC)OC(NCCN1CCCC1)=O)=O)(COC(CCCCCCC(OCC\C=C/CCCCC)=O)=O)COC(CCCCCCC(=O)OCC\C=C/CCCCC)=O)(=O)OCC\C=C/CCCCC